(RS)-Methyl-7-chloro-2,3,4a,5-tetrahydro-2-[methoxycarbonyl-(4-trifluoromethoxyphenyl)carbamoyl]indeno[1,2-e][1,3,4]oxadiazin-4a-carboxylat COC(=O)[C@@]12C(=NN(CO1)C(N(C1=CC=C(C=C1)OC(F)(F)F)C(=O)OC)=O)C1=CC=C(C=C1C2)Cl |r|